bis(2,4,6-trimethylbenzoyl)-2,4-dibutoxyphenylphosphine oxide CC1=C(C(=O)P(C2=C(C=C(C=C2)OCCCC)OCCCC)(C(C2=C(C=C(C=C2C)C)C)=O)=O)C(=CC(=C1)C)C